2-(5-(((1R,2S,3S,5S,7R)-2-fluoro-7-methyl-9-azabicyclo[3.3.1]nonan-3-yl)(methyl)amino)pyrazin-2-yl)-5-(1H-imidazol-1-yl)phenol F[C@H]1[C@H]2C[C@@H](C[C@@H](C[C@@H]1N(C=1N=CC(=NC1)C1=C(C=C(C=C1)N1C=NC=C1)O)C)N2)C